2-ETHOXY-5-PROP-1-ENYLPHENOL C(C)OC1=C(C=C(C=C1)C=CC)O